4-[6-(2-bromoacetyl)-4-fluoro-1,3-benzothiazol-2-yl]piperidine-1-carboxylic acid tert-butyl ester C(C)(C)(C)OC(=O)N1CCC(CC1)C=1SC2=C(N1)C(=CC(=C2)C(CBr)=O)F